(7-(6-(tert-butyl)pyridin-2-yl)-2-azaspiro[3.5]non-2-yl)((1s,3s)-3-hydroxy-3-methylcyclobutyl)methanone C(C)(C)(C)C1=CC=CC(=N1)C1CCC2(CN(C2)C(=O)C2CC(C2)(C)O)CC1